C(=O)(OC(C)(C)C)N(N)C1=CC2=CC=C(C=C2C=C1)OC 1-Boc-1-(6-methoxy-2-naphthyl)hydrazine